ClC1=CC=C(C=2OC(CC21)(C)C)NC(=O)C=2C(=NN(C2)CC)C(F)F N-(4-chloro-2,2-dimethyl-2,3-dihydrobenzo[b]furan-7-yl)-3-difluoromethyl-1-ethyl-1H-pyrazole-4-carboxamide